BrC1=CC=C(C=N1)NC(CC1=CC=CC=C1)=O N-(6-bromopyridin-3-yl)-2-phenylacetic acid amide